FC(CN1N=C(C=2C1=NC(=CN2)N2CC1(CC2)CCN(CC1)C1=NC=CC(=C1)C(F)F)C)F 2-[1-(2,2-difluoroethyl)-3-methyl-1H-pyrazolo[3,4-b]pyrazin-6-yl]-8-[4-(difluoromethyl)pyridin-2-yl]-2,8-diazaspiro[4.5]decane